(1R,3R,5R,6R)-8-methyl-6-phenyl-8-azabicyclo[3.2.1]octan-3-yl benzoate C(C1=CC=CC=C1)(=O)O[C@@H]1C[C@H]2C[C@@H]([C@@H](C1)N2C)C2=CC=CC=C2